potassium L-aspartate N[C@@H](CC(=O)[O-])C(=O)[O-].[K+].[K+]